CC1(COC=2C1=NC(=CC2)C(=O)O)C 3,3-dimethyl-2,3-dihydrofuro[3,2-b]Pyridine-5-carboxylic acid